(R)-3-(4-ethyl-2-hydroxyphenyl)-4-methyl-6-((1-(methyl-d3)piperidin-3-yl)amino)-1,2,4-triazin-5(4H)-one C(C)C1=CC(=C(C=C1)C1=NN=C(C(N1C)=O)N[C@H]1CN(CCC1)C([2H])([2H])[2H])O